(R)-1-(2-(6-(3-fluoropyrrolidin-1-yl)pyridin-3-yl)benzo[d]thiazol-6-yl)-N-(oxetan-3-yl)piperidin-4-amine F[C@H]1CN(CC1)C1=CC=C(C=N1)C=1SC2=C(N1)C=CC(=C2)N2CCC(CC2)NC2COC2